N1=C(N=C(N=C1ON=C1C=2C=CC=CC2C(C2=CC=CC=C12)=O)ON=C1C=2C=CC=CC2C(C2=CC=CC=C12)=O)ON=C1C=2C=CC=CC2C(C2=CC=CC=C12)=O 10,10',10''-(((1,3,5-triazine-2,4,6-triyl)tris(oxy))tris(azaneylylidene))tris(anthracen-9(10H)-one)